C(C=C)OC1(CC1)C(C=C)=O 1-(1-(allyloxy)cyclopropyl)prop-2-en-1-one